NCC1=NNC(C2=CC=C(C=C12)C1=CN=C2N1C=C(C=C2)OC)=O 4-(aminomethyl)-6-(6-methoxyimidazo[1,2-a]pyridin-3-yl)phthalazin-1(2H)-one